Cl.N[C@H]1[C@@H](C1)C1=CC(=CS1)C(=O)NC1CCOCC1 5-(trans-2-aminocyclopropyl)-N-(tetrahydro-2H-pyran-4-yl)thiophene-3-carboxamide Hydrochloride